5-((1S,4S)-2,5-diazabicyclo[2.2.1]heptane-2-yl)-2-(2,4-dioxotetrahydropyrimidin-1(2H)-yl)isoindoline-1,3-dione [C@@H]12N(C[C@@H](NC1)C2)C=2C=C1C(N(C(C1=CC2)=O)N2C(NC(CC2)=O)=O)=O